[N+](=O)([O-])C=CC1=CC=C(C=C1)C=1C=C(C=2N(C1)C=C(N2)C2=CC=CC=C2)C2=CC=CC=C2 6-(4-(2-nitrovinyl)phenyl)-2,8-diphenylimidazo[1,2-a]pyridine